C(C)(C)(C)S(=O)NC1(CCC(CC1)C1CC12N(CCC(C2)C(=O)N)C(=O)C2=NNC(=C2)C2=CC(=NC=C2F)OC)C(F)(F)F (4-((tert-butylsulfinyl)amino)-4-(trifluoromethyl)cyclohexyl)-4-(5-(5-fluoro-2-methoxypyridin-4-yl)-1H-pyrazole-3-carbonyl)-4-azaspiro[2.5]octane-7-carboxamide